O1NN=CC=C1.[Na] sodium oxadiazine